2-cyano-5-(hydroxymethyl)benzoic acid methyl ester COC(C1=C(C=CC(=C1)CO)C#N)=O